2,4-dichloro-6-methyl-pyridine-3-carboxylic acid ClC1=NC(=CC(=C1C(=O)O)Cl)C